3-allyl-4-benzyl-3,4-dihydro-2H-benzo[b][1,4]oxazin-6-amine C(C=C)C1N(C2=C(OC1)C=CC(=C2)N)CC2=CC=CC=C2